Methyl (E)-3-(4'-cyano-5-((4-methylbenzyl)carbamoyl)-[1,1'-biphenyl]-3-yl)acrylate C(#N)C1=CC=C(C=C1)C1=CC(=CC(=C1)C(NCC1=CC=C(C=C1)C)=O)/C=C/C(=O)OC